2-(2-Chlorophenyl)-N-[4-(4,6-difluoro-1H-benzotriazol-1-yl)-3-sulfamoylphenyl]acetamide Tert-butyl-6-((7-chloro-1,6-naphthyridin-5-yl)amino)-2-azaspiro[3.3]heptane-2-carboxylate C(C)(C)(C)OC(=O)N1CC2(C1)CC(C2)NC2=C1C=CC=NC1=CC(=N2)Cl.ClC2=C(C=CC=C2)CC(=O)NC2=CC(=C(C=C2)N2N=NC1=C2C=C(C=C1F)F)S(N)(=O)=O